CNC1=NC=CC=C1CNCC(=O)OCC1=CC=CC=C1 benzyl ((2-(methylamino)pyridin-3-yl)methyl)glycinate